C(C)(C)(C)OC(C(C)NC=1C=C2C(=C(N(C2=CC1)C1=NOC(=N1)C1=CC(=C(C=C1)OC(C)C)Cl)C)Cl)=O ((3-chloro-1-(5-(3-chloro-4-isopropoxyphenyl)-1,2,4-oxadiazol-3-yl)-2-methyl-1H-Indol-5-yl)amino)propionic acid tert-butyl ester